4-bromo-N-hydroxy-N-methylbenzenecarboximidamide BrC1=CC=C(C=C1)C(N(C)O)=N